(S)-2-((R)-3-Methyl-morpholin-4-yl)-9-pyridin-3-yl-8-trifluoromethyl-6,7,8,9-tetrahydro-pyrimido[1,2-a]-pyrimidin-4-one C[C@H]1N(CCOC1)C=1N=C2N(C(C1)=O)CC[C@H](N2C=2C=NC=CC2)C(F)(F)F